ethane-sulfonic acid C(C)S(=O)(=O)O